N-(cyclopropylmethyl)-5-(1,8-naphthyridin-3-yl)pyrrolo[2,1-f][1,2,4]triazin-2-amine C1(CC1)CNC1=NN2C(C=N1)=C(C=C2)C=2C=NC1=NC=CC=C1C2